6-amino-6'-fluoro-N-{(1S,2S)-2-[(4-{1-[1-(2-hydroxyethyl)piperidin-4-yl]-1H-indol-5-yl}phenyl)methoxy]cyclopentyl}[3,3'-bipyridine]-5-carboxamide NC1=C(C=C(C=N1)C=1C=NC(=CC1)F)C(=O)N[C@@H]1[C@H](CCC1)OCC1=CC=C(C=C1)C=1C=C2C=CN(C2=CC1)C1CCN(CC1)CCO